2'-Hydroxy-4'-(1-pentenyloxy)chalcone OC1=C(C(/C=C/C2=CC=CC=C2)=O)C=CC(=C1)OC=CCCC